OCCC1N(C2CC(C1)C2)C(=O)OC(C)(C)C tert-butyl 3-(2-hydroxyethyl)-2-azabicyclo[3.1.1]heptane-2-carboxylate